2-chloro-N-(4-((3-methyl-5-nitro-1H-pyrazol-4-yl)oxy)butan-2-yl)-5-(trifluoromethyl)pyrimidin-4-amine ClC1=NC=C(C(=N1)NC(C)CCOC=1C(=NNC1[N+](=O)[O-])C)C(F)(F)F